3-(1-oxo-4-((4-((3-propoxyazetidin-1-yl)methyl)benzyl)oxy)isoindolin-2-yl)piperidine-2,6-dione Hydrochloride Cl.O=C1N(CC2=C(C=CC=C12)OCC1=CC=C(C=C1)CN1CC(C1)OCCC)C1C(NC(CC1)=O)=O